(1S,5R)-3-(8-cyanoquinolin-5-yl)-N-[cis-4-(4-(cyclopropylmethyl)piperazin-1-yl)cyclohexyl]-5-(trifluoromethyl)-3-azabicyclo[3.1.0]hexane-1-carboxamide C(#N)C=1C=CC(=C2C=CC=NC12)N1C[C@@]2(C[C@@]2(C1)C(F)(F)F)C(=O)N[C@@H]1CC[C@@H](CC1)N1CCN(CC1)CC1CC1